3,8-bis(thien-2-yl)-1,10-phenanthroline S1C(=CC=C1)C=1C=NC2=C3N=CC(=CC3=CC=C2C1)C=1SC=CC1